BrC1=C2C(=NN(C2=CC=C1)C1C(NC(CC1)=O)=O)C 3-(4-bromo-3-methyl-1H-indazol-1-yl)piperidine-2,6-dione